Cl.Cl.N1(CCCC1)C1CCNCC1 4-pyrrolidin-1-yl-piperidine dihydrochloride